F[C@H]1CN(CC[C@H]1NC=1C=2N(C=CC1)C(=C(N2)C#CCNC2=C(C=C(C(=O)NC)C=C2)OCCOC)CC(F)(F)F)C 4-{[3-(8-{[(3S,4R)-3-fluoro-1-methylpiperidin-4-yl]amino}-3-(2,2,2-trifluoroethyl)imidazo[1,2-a]pyridin-2-yl)prop-2-yn-1-yl]amino}-3-(2-methoxyethoxy)-N-methylbenzamide